1-(5-Bromo-2-iodophenyl)-N,N-dimethylmethylamine BrC=1C=CC(=C(C1)CN(C)C)I